ClC=1C=CC(=C(CN2CC3C(C2)CN(C3)C(=O)N3N=C(C=C3)NS(=O)(=O)C)C1)C(F)(F)F N-(1-(5-(5-Chloro-2-(trifluoromethyl)benzyl)octahydropyrrolo[3,4-c]pyrrole-2-carbonyl)-1H-pyrazol-3-yl)methanesulfonamide